(Z)-2-(5-bromo-1H-indol-3-yl)-3-(4-isopropoxypyridin-3-yl)acrylonitrile BrC=1C=C2C(=CNC2=CC1)/C(/C#N)=C/C=1C=NC=CC1OC(C)C